NC=1C=NN2C1N=C(C=C2)N2C[C@H](CCC2)O (S)-1-(3-Aminopyrazolo[1,5-a]pyrimidin-5-yl)piperidin-3-ol